6-chloro-n-propyl-1-((2-(trimethylsilyl)ethoxy)methyl)-1H-pyrrolo[2,3-b]pyridin-4-amine ClC=1C=C(C2=C(N1)N(C(=C2)CCC)COCC[Si](C)(C)C)N